C(C)C(COC(CCSC1=C(C(=NC=C1)C1=NC=CN=C1)Cl)=O)CCCC 3-((3-Chloro-2-(pyrazin-2-yl)pyridin-4-yl)thio)propionic acid-2-ethylhexyl ester